C12(CC3CC(CC(C1)C3)C2)CCOCC(CN2CC3=CC=CC=C3CC2)O 1-[2-(adamantan-1-yl)ethoxy]-3-(1,2,3,4-tetrahydroisoquinolin-2-yl)propan-2-ol